5-(2-chloro-5-methoxyphenyl)-1-ethyl-6-(4-fluorophenyl)-3,4-dihydropyridin-2(1H)-one ClC1=C(C=C(C=C1)OC)C=1CCC(N(C1C1=CC=C(C=C1)F)CC)=O